1-cyano-5-hydroxy-3-oxatricyclo[4.2.1.04,8]nonane-2-one C(#N)C12C(OC3C(C(CC31)C2)O)=O